CS(=O)(=O)C1=NC=C(C=N1)C#CCCCC(=O)N 6-(2-(methylsulfonyl)pyrimidin-5-yl)hex-5-ynamide